1,3-bis(aminomethyl)cyclohexaneN NCC1=CC(CCC1)CN